6-azidomethyl-1H-benzo[d]imidazole N(=[N+]=[N-])CC=1C=CC2=C(NC=N2)C1